NC=1C(=NC2=C(C(=C(C=C2C1N([C@H]1[C@H]2CN([C@@H]1C2)C(=O)OC(C)(C)C)C(=O)OC(C)(C)C)CCC#N)C2=C(C(=CC=C2)Cl)Cl)F)SC tert-Butyl (1R,4R,5S)-5-((3-amino-6-(2-cyanoethyl)-7-(2,3-dichlorophenyl)-8-fluoro-2-(methylthio) quinolin-4-yl) (tert-butoxycarbonyl) amino)-2-azabicyclo[2.1.1]hexane-2-carboxylate